ClC=1C(=NC(=NC1)NC=1C(=NN(C1)C(C#N)(C)C)C)OCC1COC1 2-(4-((5-chloro-4-(oxetan-3-ylmethoxy)pyrimidin-2-yl)amino)-3-methyl-1H-pyrazol-1-yl)-2-methylpropanenitrile